FC=1C=C2C=C(C(NC2=CC1)=O)C=1N=NN(C1)C1=CC=C(C=C1)O[C@@H]1C[C@H](CC1)OC 6-Fluoro-3-{1-[4-((trans)-3-methoxy-cyclopentyloxy)-phenyl]-1H-[1,2,3]triazol-4-yl}-1H-quinolin-2-one